C(CC(=O)OCC(COC(CC(CCCCC)CCCCC)=O)(COC(CC(CCCCC)CCCCC)=O)CO[Si](C1=CC=CC=C1)(C1=CC=CC=C1)C(C)(C)C)(=O)OCCCCCCCCC Nonyl 2-({[tert-butyl(diphenyl)silyl]oxy}methyl)-3-[(3-pentyloctanoyl)oxy]-2-{[(3-pentyloctanoyl)oxy]methyl}propyl propanedioate